ClC1=C(N=NC=C1)N Chloropyridazin-3-amine